Diphenylmethan diisocyanat [N-]=C=O.[N-]=C=O.C1(=CC=CC=C1)CC1=CC=CC=C1